(2S)-N-[(2r,4S,5S)-5-[[2-(2,6-dimethylphenoxy)acetyl]amino]-4-hydroxy-1,6-diphenyl-hex-2-yl]-3-methyl-2-(2-oxo-1,3-diazacyclohex-1-yl)butanamide CC1=C(OCC(=O)N[C@H]([C@H](C[C@@H](CC2=CC=CC=C2)NC([C@H](C(C)C)N2C(NCCC2)=O)=O)O)CC2=CC=CC=C2)C(=CC=C1)C